C(#N)C1=CC(=C(C=C1)NCCNC(C)=O)[N+](=O)[O-] N-(2-((4-cyano-2-nitrophenyl)amino)ethyl)acetamide